C(C)C1=CC2=C(CCOC23CCN(CC3)CC=3C=CC(=NC3)C(=O)O)S1 5-[(2-ethylspiro[6,7-dihydrothieno[3,2-c]pyran-4,4'-piperidin]-1'-yl)methyl]pyridine-2-carboxylic acid